COC1=C(C(=O)NCC(F)(F)F)C(=CC(=C1)C1=CN=C2N1C=CC(=C2)C=2C(=NC=CC2)OC)OC 2,6-dimethoxy-4-[7-(2-methoxy-3-pyridyl)imidazo[1,2-a]pyridin-3-yl]-N-(2,2,2-trifluoroethyl)benzamide